4-(3-fluoro-4-nitrophenyl)piperazine-1-carboxylic acid tert-butyl ester C(C)(C)(C)OC(=O)N1CCN(CC1)C1=CC(=C(C=C1)[N+](=O)[O-])F